ClC1=C(N=C(NC1=O)C=1C=NN2C1C=CC=C2)N2[C@@H](COCC2)C 5-chloro-4-[(3R)-3-methylmorpholin-4-yl]-2-pyrazolo[1,5-a]pyridin-3-yl-1H-pyrimidin-6-one